BrC1=CC(=C(C=C1)O)C1=CC=NO1 4-bromo-2-(isoxazol-5-yl)phenol